3-bromo-7-methoxyquinoline BrC=1C=NC2=CC(=CC=C2C1)OC